I(=O)(=O)(=O)O.N12CCN(CC1)CC2 1,4-diazabicyclo[2.2.2]Octane periodate